Br.BrCC(=O)C1=CC(=NC=C1)NC 2-Bromo-1-(2-(methylamino)pyridin-4-yl)ethan-1-one hydrobromide